C(C)(=O)N1CCC(CC1)N1C(C=2C(C(=C1)I)=NN(C2)COCC[Si](C)(C)C)=O 5-(1-acetylpiperidin-4-yl)-7-iodo-2-((2-(trimethylsilyl)ethoxy)methyl)-2,5-dihydro-4H-pyrazolo[4,3-c]pyridin-4-one